tri-tert-butylhydroxybenzene C(C)(C)(C)C1=C(C(=C(C=C1)O)C(C)(C)C)C(C)(C)C